6-(Azetidin-1-yl)-4-fluoro-N-(5-methoxynaphthalene-1-sulfonyl)-1-benzofuran-2-carboxamide N1(CCC1)C1=CC2=C(C=C(O2)C(=O)NS(=O)(=O)C2=CC=CC3=C(C=CC=C23)OC)C(=C1)F